C(C)(=O)N1CCC(CC1)NC(=O)C1=CC(=CC=2N(C=NC21)CC(F)(F)F)C#CCNC=2C(OC)=CC=C(C2)S(=O)(=O)C N-(1-acetyl-4-piperidyl)-6-[3-(4-mesyl-2-anisidino)-1-propynyl]-1-(2,2,2-trifluoroethyl)-1H-1,3-benzimidazole-4-carboxamide